C(C)OC[C@@]1(CN(CC1)CC=1C=NC=CC1)CCC1=NC=C(C=C1)F (S)-2-(2-(3-(ethoxymethyl)-1-(pyridin-3-ylmethyl)pyrrolidin-3-yl)ethyl)-5-fluoropyridine